5-Amino-N-[(dimethylamino)methylene]-2-(1-methyl-1H-pyrazol-4-yl)pyridine-3-sulfonamide NC=1C=C(C(=NC1)C=1C=NN(C1)C)S(=O)(=O)N=CN(C)C